ClC1=CC=C(CN2C(=CC=C2)C)C=C1 1-(4-Chlorobenzyl)-2-methyl-1H-pyrrole